CC/C=C\\C/C=C\\C/C=C\\C/C=C\\C/C=C\\CCCCCCCCCCCCCCCCCC(=O)[O-] The molecule is a polyunsaturated fatty acid anion that is the conjugate base of (19Z,22Z,25Z,28Z,31Z)-tetratriacontapentaenoic acid, obtained by deprotonation of the carboxy group; major species at pH 7.3. It is a conjugate base of a (19Z,22Z,25Z,28Z,31Z)-tetratriacontapentaenoic acid.